C(C)C(CC1(CC1)C(CC)C)CC 1-(2-ethylbutyl)-1-(1-methylpropyl)cyclopropane